BrC=1C=C(C=C(C1OC)F)C=CCC(CO)(C)C 5-(3-bromo-5-fluoro-4-methoxyphenyl)-2,2-dimethylpent-4-en-1-ol